(4S,5R)-N,N-BIS(4-METHOXYBENZYL)-4-METHYL-1-NONENE-5-SULFONAMIDE COC1=CC=C(CN(S(=O)(=O)[C@@H]([C@H](CC=C)C)CCCC)CC2=CC=C(C=C2)OC)C=C1